N[C@H]1C(NC(CC1)=O)=O (R)-3-aminopiperidine-2,6-dione